FC(C1=C(C(=C(C=C1)[C@H]1[C@H](O[C@@]([C@H]1C)(C(F)(F)F)C)C(=O)NC1=CC(=NC=C1)C(=O)N)OC)F)F (2S,3S,4S,5S)-4-[[3-[4-(difluoromethyl)-3-fluoro-2-methoxy-phenyl]-4,5-dimethyl-5-(trifluoromethyl)tetrahydrofuran-2-carbonyl]amino]pyridine-2-carboxamide